C(C)S(=O)(=O)C=1C=C(C=NC1C1=NC=2N(C=C1)N=C(C2)C(F)(F)F)C(C)=O 1-(5-(ethylsulfonyl)-6-(2-(trifluoromethyl)pyrazolo[1,5-a]pyrimidin-5-yl)pyridin-3-yl)ethan-1-one